C(#C)C=1C=C(C=CC1)NC1=NC=NC2=CC(=C(C=C12)OC1CCN(CC1)C)OC 4-[(3-ethynyl-phenyl)amino]-6-(1-methyl-piperidin-4-yloxy)-7-methoxy-quinazoline